COC1=CC=C(C=C1)C=1N=C(SC1C1=CC(=NC=C1)NC(C1=CC=CC=C1)=O)C N-[4-[4-(4-methoxyphenyl)-2-methyl-1,3-thiazol-5-yl]-2-pyridinyl]benzamide